5-nitro-3-trifluoromethyl-2-cyanopyridine [N+](=O)([O-])C=1C=C(C(=NC1)C#N)C(F)(F)F